N-(3-(5-chloro-2-methoxyphenyl)-1-(2-(diethylamino)-2-oxoethyl)-1H-pyrazol-4-yl)pyrazolo[1,5-a]pyrimidine-3-carboxamide ClC=1C=CC(=C(C1)C1=NN(C=C1NC(=O)C=1C=NN2C1N=CC=C2)CC(=O)N(CC)CC)OC